C(O)CN.N1C(N=CC=C1)=O pyrimidone ethanolamine salt